C(C)(C)(C)S(=O)N=CC1(CC1)NC(OC(C)(C)C)=O tert-butyl (1-(((tert-butylsulfinyl)imino)methyl)cyclopropyl)carbamate